(6-methyl-5-(methyl-(phenyl)carbamoyl)pyridin-2-yl)carbamic acid tert-butyl ester C(C)(C)(C)OC(NC1=NC(=C(C=C1)C(N(C1=CC=CC=C1)C)=O)C)=O